BrCCCCN1C2=CC=C(C=C2C=2C=C(C=CC12)NC(OC(C)(C)C)=O)NC(OC(C)(C)C)=O Di-tert-butyl [9-(4-bromobutyl)-9H-carbazole-3,6-diyl]dicarbamate